ClC1=C(C=CC(=C1)NC(=O)NC=1C=NC=2N(C1[C@H](C)OC)N=C(C2)Cl)N2N=CC(=C2)NC(=O)C2CC(C2)(C)C (S)-N-(1-(2-chloro-4-(3-(2-chloro-7-(1-methoxyethyl)pyrazolo[1,5-a]pyrimidin-6-yl)ureido)phenyl)-1H-pyrazol-4-yl)-3,3-dimethylcyclobutane-1-carboxamide